FC1=NC(=CC=C1N1C(=C2C(N(N=CC2=C1C)C1=NC=CC=N1)=O)C)OC 6-(2-fluoro-6-methoxypyridin-3-yl)-5,7-dimethyl-2-(pyrimidin-2-yl)-2,6-dihydro-1H-pyrrolo[3,4-d]pyridazin-1-one